CN1C(CCC1)=O methyl-2-tetrahydropyrrolone